C(C)(C)(C)OC(=O)N[C@@H]1[C@@H](OCC12CCN(CC2)C=2C(=NC(=C(N2)C)SC2=C(C(=CC=C2)NC(=O)NS(=O)(=O)C2=CC=CC=C2)Cl)C(=O)OCC)C Ethyl 3-((3S,4S)-4-((tert-butoxycarbonyl) amino)-3-methyl-2-oxa-8-azaspiro[4.5]decan-8-yl)-6-((2-chloro-3-(3-(phenylsulfonyl) ureido) phenyl) thio)-5-methylpyrazine-2-carboxylate